1-((2,6-dihydroxy-5'-methyl-4-pentyl-2'-(prop-1-en-2-yl)-[1,1'-biphenyl]-3-yl)sulfonyl)azetidin-3-one OC1=C(C(=CC(=C1S(=O)(=O)N1CC(C1)=O)CCCCC)O)C1=C(C=CC(=C1)C)C(=C)C